O=C1NC(CCC1N1C(C2=CC=CC(=C2C1=O)NCC1=CC=C(C=C1)CN1CCN(CC1)C=1C=NN(C1)C)=O)=O 2-(2,6-dioxopiperidin-3-yl)-4-(4-((4-(1-methyl-1H-pyrazol-4-yl)piperazin-1-yl)methyl)benzylamino)isoindoline-1,3-dione